N-(1H-benzimidazol-2-ylmethyl)-8-bromo-2-(2,5-diazabicyclo[2.2.2]octan-2-yl)pyrazolo[1,5-a][1,3,5]triazin-4-amine N1C(=NC2=C1C=CC=C2)CNC2=NC(=NC=1N2N=CC1Br)N1C2CNC(C1)CC2